NCC1CCC(CC1)N1C2=NC(=NC=C2N=C1NC1=CC=C(C=C1)C(F)(F)F)NC(C)(C)CC 9-((1s,4s)-4-(aminomethyl)cyclohexyl)-N2-tert-amyl-N8-(4-(trifluoromethyl)phenyl)-9H-purine-2,8-diamine